1-acetoacetylimidazolidine C(CC(=O)C)(=O)N1CNCC1